4-(5-hydroxy-2-methylpyridin-4-yl)-1-((2-(trimethylsilyl)ethoxy)methyl)-1H-imidazole OC=1C(=CC(=NC1)C)C=1N=CN(C1)COCC[Si](C)(C)C